5-(1-propyl)hydantoin C(CC)C1C(NC(N1)=O)=O